2-(5-fluoro-2-hydroxyphenyl)-2-(1-oxo-6-(4-(piperazin-1-yl)phenyl)isoindolin-2-yl)-N-(thiazol-2-yl)acetamide FC=1C=CC(=C(C1)C(C(=O)NC=1SC=CN1)N1C(C2=CC(=CC=C2C1)C1=CC=C(C=C1)N1CCNCC1)=O)O